ONC(=O)C=1CCN(CC1)S(=O)(=O)C1=CC=C(C=C1)C=1C=NC(=CC1)N1CCN(CC1)CCOC N-hydroxyl-1-((4-(6-(4-(2-methoxyethyl)piperazine-1-yl)pyridine-3-yl)phenyl)sulfonyl)-1,2,3,6-tetrahydropyridine-4-formamide